rac-4-(2-chloro-4-{4-[(6-chloro-imidazo[1,5-a]pyridin-5-yl)-hydroxy-methyl]-5-methyl-[1,2,3]triazol-1-yl}-phenoxy)-2-methyl-butan-2-ol ClC1=C(OCCC(C)(O)C)C=CC(=C1)N1N=NC(=C1C)[C@H](O)C1=C(C=CC=2N1C=NC2)Cl |r|